2-[(4R)-4-(3-aminopropyl)-2,2-dimethyl-pyrrolidin-1-yl]-6-[3-(2-dispiro[2.0.24.13]heptan-7-ylethoxy)pyrazol-1-yl]-N-[(6-fluoro-2-pyridyl)sulfonyl]pyridine-3-carboxamide NCCC[C@@H]1CC(N(C1)C1=NC(=CC=C1C(=O)NS(=O)(=O)C1=NC(=CC=C1)F)N1N=C(C=C1)OCCC1C2(C13CC3)CC2)(C)C